C[C@H](CCCC(C)C)[C@H]1CC[C@@H]2[C@@]1(CC[C@H]3C2=CC[C@@H]4[C@@]3(CC[C@@H]([C@@]4(C)C=O)O)C)C The molecule is a 3beta-sterol and a steroid aldehyde. It derives from a 4alpha-hydroxymethyl-4beta-methyl-5alpha-cholest-7-en-3beta-ol. It derives from a hydride of a 5alpha-cholest-7-ene.